[Pb]=S lead-sulphide